4-[6-(2-chloro-5-methoxy-phenyl)-4-cyano-3-hydroxy-pyridin-2-yl]-4-oxo-butyric acid ethyl ester C(C)OC(CCC(=O)C1=NC(=CC(=C1O)C#N)C1=C(C=CC(=C1)OC)Cl)=O